OCCN[C@@H]1CCC=2C(=CC=CC12)C#N (R)-1-[(2-hydroxyethyl)amino]-2,3-dihydro-1H-indene-4-carbonitrile